N-{8-fluoro-2-methylimidazo[1,2-a]pyridin-6-yl}-4-(3-{[1-(fluoromethyl)cyclopropyl]amino}pyrrolidin-1-yl)-2-methylindazole-7-carboxamide FC=1C=2N(C=C(C1)NC(=O)C1=CC=C(C3=CN(N=C13)C)N1CC(CC1)NC1(CC1)CF)C=C(N2)C